1-(2-(((1-(4-((9-cyclopentyl-8-(phenylamino)-9H-purin-2-yl)amino)phenyl)piperidin-4-yl)(methyl)amino)methyl)phenyl)dihydropyrimidine-2,4(1H,3H)-dione C1(CCCC1)N1C2=NC(=NC=C2N=C1NC1=CC=CC=C1)NC1=CC=C(C=C1)N1CCC(CC1)N(C)CC1=C(C=CC=C1)N1C(NC(CC1)=O)=O